(S)-(R)-2-hydroxy-2-phenylacetic acid quinuclidin-3-yl ester N12C[C@@H](C(CC1)CC2)OC([C@H](C2=CC=CC=C2)O)=O